[3-(Aminomethyl)-2-bicyclo[2.2.1]heptanyl]methanamin NCC1C(C2CCC1C2)CN